tert-butyl 4-(7-{[(1S)-1-[3-(1,1-difluoro-2-hydroxyethyl)phenyl]ethyl]carbamoyl}-4-methoxy-1-{[2-(trimethylsilyl)ethoxy]methyl}-1H-indazol-5-yl)piperazine-1-carboxylate FC(CO)(F)C=1C=C(C=CC1)[C@H](C)NC(=O)C=1C=C(C(=C2C=NN(C12)COCC[Si](C)(C)C)OC)N1CCN(CC1)C(=O)OC(C)(C)C